4-(bromomethyl)-7-fluoroquinoline BrCC1=CC=NC2=CC(=CC=C12)F